ClC=1C(=CC(=NC1)OC)C1=CC(=NN1)C(=O)N1CCC(CC1)C(=O)NC1=CC=C(C=C1)CS(=O)(=O)C 1-[5-(5-chloro-2-methoxypyridin-4-yl)-1H-pyrazole-3-carbonyl]-N-[4-(methylsulfonylmethyl)phenyl]piperidine-4-carboxamide